O1N=C(N=C1)C=1C=C(C=NC1)C(C)=O 5-(1,2,4-oxadiazolyl)(3-pyridyl)ethanone